cis-4-morpholinyl-N-(6-(oxazol-5-yl)isoquinolin-3-yl)cyclohexane-1-carboxamide N1(CCOCC1)[C@H]1CC[C@H](CC1)C(=O)NC=1N=CC2=CC=C(C=C2C1)C1=CN=CO1